The molecule is an addition compound. It has a role as an antihypertensive agent and an EC 3.4.15.1 (peptidyl-dipeptidase A) inhibitor. It contains a perindopril(1-). CCC[C@@H](C(=O)OCC)N[C@@H](C)C(=O)N1[C@H]2CCCC[C@H]2C[C@H]1C(=O)O.CC(C)(C)N